N2-((1R,4R)-4-methylcyclohexyl)-N6-(5-(5-phenyl-1,3,4-oxadiazol-2-yl)thiazol-2-yl)pyridin-2,6-diamine CC1CCC(CC1)NC1=NC(=CC=C1)NC=1SC(=CN1)C=1OC(=NN1)C1=CC=CC=C1